2-(2-Aminoethyl)-5-chloro-1,2-benzisoselenazol-3(2H)-one hydrochloride Cl.NCCN1[Se]C2=C(C1=O)C=C(C=C2)Cl